(4-(oxazolo[4,5-b]pyridin-2-yl)piperazin-1-yl)(4-(3-((1,1,1-trifluoropropan-2-yl)oxy)azetidin-1-yl)phenyl)methanone O1C(=NC2=NC=CC=C21)N2CCN(CC2)C(=O)C2=CC=C(C=C2)N2CC(C2)OC(C(F)(F)F)C